3-fluoro-5-((2'-(5-chloroisoindolin-2-yl)-[2,4'-bipyrimidinyl]-4-yl)ethynyl)-1H-indazole FC1=NNC2=CC=C(C=C12)C#CC1=NC(=NC=C1)C1=NC(=NC=C1)N1CC2=CC=C(C=C2C1)Cl